F[P-](F)(F)(F)(F)F.C1(=CC=C(C=C1)C1=C(C=2C(C3=CC=CC=C3SC2C=C1)=O)C1=CC=C(C=C1)C)C bis(p-tolyl)thioxanthone hexafluorophosphate